ClC=1C=C2C(=CC=NC2=CN1)OC1=C(C=C(C=C1)NC(=O)C=1C(N(C(=CC1)C)C1=CC=C(C=C1)F)=O)F N-[4-[(6-chloro-1,7-naphthyridin-4-yl)oxy]-3-fluorophenyl]-1-(4-fluorophenyl)-6-methyl-2-oxopyridine-3-carboxamide